tert-Butyl 3-[(2,4-difluorophenyl) (hydroxy)methyl]-4-hydroxypiperidine-1-carboxylate FC1=C(C=CC(=C1)F)C(C1CN(CCC1O)C(=O)OC(C)(C)C)O